COC=1C=C(C=CC1)SCC=1C=C(C=CC1)B(O)O (3-([(3-METHOXYPHENYL)SULFANYL]METHYL)PHENYL)BORANEDIOL